(3S)-N-[2-(1-benzylpiperidin-4-yl)ethyl]-1-[4-(trifluoromethoxy)phenyl]pyrrolidine-3-carboxamide C(C1=CC=CC=C1)N1CCC(CC1)CCNC(=O)[C@@H]1CN(CC1)C1=CC=C(C=C1)OC(F)(F)F